FC1=CC=C(C(=O)N2CC(C2)(C(=O)O)COC2=CC3=CC=C(C=C3C=C2)OC2COC2)C=C1 1-(4-fluorobenzoyl)-3-(((6-(oxetan-3-yloxy)naphthalen-2-yl)oxy)methyl)azetidine-3-carboxylic acid